N-(4-Ethoxy-5-methoxy-2-((4-(2-(methyl(3-(4-methyl-1H-imidazol-1-yl)benzyl)amino)ethyl)phenyl)carbamoyl)phenyl)-4-oxo-4H-chromene-2-carboxamide C(C)OC1=CC(=C(C=C1OC)NC(=O)C=1OC2=CC=CC=C2C(C1)=O)C(NC1=CC=C(C=C1)CCN(CC1=CC(=CC=C1)N1C=NC(=C1)C)C)=O